FC=1C(=CC2=C(N(N=N2)C)C1C)OC1=C(C=C(C=C1)NC=1C2=C(N=CN1)C=CC(=N2)N2C[C@H](N(CC2)C(C=C)=O)C)C (R)-1-(4-(4-((4-((6-fluoro-1,7-dimethyl-1H-benzo[d][1,2,3]triazol-5-yl)oxy)-3-methylphenyl)amino)pyrido[3,2-d]pyrimidin-6-yl)-2-methylpiperazin-1-yl)prop-2-en-1-one